N,N'-di-(hydroxyethyl)ethylenediamine OCCNCCNCCO